(3R,4S)-3,7-Dimethyl-6-octene-4-olide C[C@@H]1CC(=O)O[C@H]1CC=C(C)C